(S)-3-(1-hydroxy-propan-2-yl)-6-(4-methyl-6-(trifluoromethyl)pyridin-3-yl)-8-(pyridin-3-yl)pyrido[3,4-d]pyrimidin-4(3H)-one OC[C@H](C)N1C=NC2=C(C1=O)C=C(N=C2C=2C=NC=CC2)C=2C=NC(=CC2C)C(F)(F)F